BrC=1C(=C(C=NC1)[C@H]1N(C[C@@H](C1)O[Si](C)(C)C(C)(C)C)C(=O)OC(C)(C)C)S tert-butyl (2S,4R)-2-(5-bromo-4-mercaptopyridin-3-yl)-4-((tert-butyldimethylsilyl)oxy)pyrrolidine-1-carboxylate